FC1(CC(C(N(C2=C1C=C(C(=C2)C=2OC(=NN2)C(C)(S(=O)(=O)C)C)F)CC2=CC=C(C=C2)C2=CC=C(C=C2)OC)=O)NC([O-])=O)F (5,5,7-trifluoro-1-[[4-(4-methoxyphenyl)phenyl]methyl]-8-[5-(1-methyl-1-methylsulfonyl-ethyl)-1,3,4-oxadiazol-2-yl]-2-oxo-3,4-dihydro-1-benzazepin-3-yl)carbamate